C(C)(C)(C)OC(=O)N1CCN(CC1)C1CCN(CC1)C1=C(C=C(C(=C1)OCC(F)(F)F)[N+](=O)[O-])Br 4-(1-(2-bromo-4-nitro-5-(2,2,2-trifluoroethoxy)phenyl)piperidin-4-yl)piperazine-1-carboxylic acid tert-butyl ester